2-(3-(5-amino-6-(6-methylpyridin-3-yl)pyrazin-2-yl)-4-methylphenyl)-3,3,3-trifluoro-2-hydroxypropanamide bistrifluoroacetate FC(C(=O)O)(F)F.FC(C(=O)O)(F)F.NC=1N=CC(=NC1C=1C=NC(=CC1)C)C=1C=C(C=CC1C)C(C(=O)N)(C(F)(F)F)O